[Al].[Cu] Copper-aluminum